COC=1C=C(\C=C\2/CC(C\C(\C2=O)=C/C2=CC(=C(C=C2)OC)OC)NC(=O)NC2=CC(=CC=C2)OC)C=CC1OC 1-(3,5-Bis((E)-3,4-dimethoxybenzylidene)-4-oxocyclohexyl)-3-(3-methoxyphenyl)urea